γ-Methacryloyloxypropyldimethoxymethyl-silan C(C(=C)C)(=O)OCCC[SiH2]C(OC)OC